methyl 4-bromo-2-(dimethylamino)-5-fluoro-benzoate BrC1=CC(=C(C(=O)OC)C=C1F)N(C)C